Cl[Si]1(C[SiH](C1)CCCC)Cl 1,1-dichloro-3-butyl-1,3-disilacyclobutane